(2S)-6-[(2S)-2,6-bis({[(tert-butoxy)carbonyl]amino})hexanamido]-2-({[(9H-fluoren-9-yl)methoxy]carbonyl}amino)hexanoic acid C(C)(C)(C)OC(=O)N[C@H](C(=O)NCCCC[C@@H](C(=O)O)NC(=O)OCC1C2=CC=CC=C2C=2C=CC=CC12)CCCCNC(=O)OC(C)(C)C